methyl 3-((3-bromo-5-((4-(chlorodifluoromethoxy) phenyl) carbamoyl)-2-(methylamino) phenyl) amino)-3-oxopropanoate BrC=1C(=C(C=C(C1)C(NC1=CC=C(C=C1)OC(F)(F)Cl)=O)NC(CC(=O)OC)=O)NC